C(C)OC(C(C=CC1=CC=C(C=C1)C)(F)F)=O ethyl-4-(4-methylphenyl)-2,2-difluorobut-3-enoate